C(CCC)C=1OCCCN1 2-butyl-4,5-dihydro-1,3-oxazine